2-bromo-6-hydroxybenzoic acid BrC1=C(C(=O)O)C(=CC=C1)O